FC=1C(=C(C=C(C1)F)C1=CNC=2N=CN=C(C21)NCC2=NC(=CC=C2)N2C[C@H](N[C@H](C2)C)C)OC 5-(3,5-Difluoro-2-methoxyphenyl)-N-((6-((3R,5S)-3,5-dimethylpiperazin-1-yl)pyridin-2-yl)methyl)-7H-pyrrolo[2,3-d]pyrimidin-4-amine